3-[4-(2-methoxy-2-propyl)-2-methylphenyl]propanal tert-Butyl-(R)-((1,4-oxazepan-3-yl)methyl)(methyl)carbamate C(C)(C)(C)OC(N(C)C[C@@H]1COCCCN1)=O.COC(C)(C)C1=CC(=C(C=C1)CCC=O)C